ClC=1C=CC(=C(C1)C1=CC(=CN=N1)NC1=CC=NC2=CC(=CC=C12)OCCN1CCN(CC1)CCC(=O)NC)F 3-(4-{2-[(4-{[6-(5-Chloro-2-Fluorophenyl)Pyridazin-4-yl]Amino}Quinolin-7-yl)Oxy]Ethyl}Piperazin-1-yl)-N-Methylpropanamid